2-fluoro-6-(2-(2-oxoethylidene)hydrazinyl)benzoic acid FC1=C(C(=O)O)C(=CC=C1)NN=CC=O